8-methoxy-N-[(1R)-1-(1-methylpyrazol-3-yl)ethyl]-6-(5-methyl-2-pyridyl)quinazolin-4-amine COC=1C=C(C=C2C(=NC=NC12)N[C@H](C)C1=NN(C=C1)C)C1=NC=C(C=C1)C